trifluoromethyl-sulfonic acid n-butyl ester C(CCC)OS(=O)(=O)C(F)(F)F